tert-butyl 6-((2-methyl-4-(4-(trifluoromethyl) piperidin-1-yl) phenyl) amino)-3H-imidazo[4,5-b]pyridine-3-carboxylate CC1=C(C=CC(=C1)N1CCC(CC1)C(F)(F)F)NC=1C=C2C(=NC1)N(C=N2)C(=O)OC(C)(C)C